C(C)C1=NC(=NO1)C=1C=C2CC[C@H](C2=CC1)NC(=O)C=1C=NNC1OC (R)-N-(5-(5-ethyl-1,2,4-oxadiazol-3-yl)-2,3-dihydro-1H-inden-1-yl)-5-methoxy-1H-pyrazole-4-carboxamide